1,1-dimethyl-7-(trifluoromethyl)isochroman-4-yl methanesulfonate CS(=O)(=O)OC1COC(C2=CC(=CC=C12)C(F)(F)F)(C)C